OCCNCCCC(=O)O 4-[(2-HYDROXYETHYL)AMINO]BUTANOIC ACID